C(C)(C)(C)OC(=O)N[C@@H](C(=O)OC(C)(C)C)CCCN1C(=NC=C1)[N+](=O)[O-] tert-butyl (R)-2-((tert-butoxycarbonyl)amino)-5-(2-nitro-1H-imidazol-1-yl)pentanoate